C(C(C)C)(=O)OC1=C2C(=CNC2=CC=C1)CCN(CC)CC 3-(2-(diethylamino) ethyl)-1H-indol-4-yl isobutyrate